alpha-amino-beta-imidazolyl-propionic acid NC(C(=O)O)CC=1NC=CN1